CC(CC(=O)O)=C 3-METHYLBUT-3-ENOIC ACID